[C@H]12CN(C[C@H](CC1)N2)C2=C(N(C1=CC(=CC=C21)C2=CC=CC=C2)C2=CC=CC=C2)C(=O)N ((1R,5S)-3,8-diazabicyclo[3.2.1]oct-3-yl)-1,6-diphenyl-1H-indole-2-carboxamide